(5S)-8-[[(1R,2R,4S)-4-[(E)-N-(1,1-dimethylethoxy)-C-phenyl-carbonimidoyl]-2-hydroxy-cyclohexyl]-methyl-amino]-5-methyl-6-oxo-1,5-naphthyridine-2,7-dicarbonitrile CC(C)(O\N=C(\C1=CC=CC=C1)/[C@@H]1C[C@H]([C@@H](CC1)N(C1=C(C(N(C=2C=CC(=NC12)C#N)C)=O)C#N)C)O)C